3-fluoro-5-(1-(pyridin-2-yl)-1H-pyrazol-4-yl)benzonitrile FC=1C=C(C#N)C=C(C1)C=1C=NN(C1)C1=NC=CC=C1